COC(=O)N1[C@H](CCC2=C3C(=CC=C12)N(C(=N3)CCC3=CC=CC=C3)C3CCCCC3)C (1S,3R)-3-[(7S)-6-(Methoxycarbonyl)-7-methyl-2-(2-phenylethyl)-3H,6H,7H,8H,9H-imidazo[4,5-f]chinolin-3-yl]cyclohexan